5-fluoro-2-oxo-1,2-dihydropyridin FC=1C=CC(NC1)=O